tert-butyl ((2R,SR)-5-(5-bromo-2-fluorophenyl)-2,5-dimethyl-2-(trifluoromethyl)-5,6-dihydro-2H-1,4-oxazin-3-yl)((2-(trimethylsilyl)ethoxy)methyl)carbamate BrC=1C=CC(=C(C1)[C@@]1(N=C([C@@](OC1)(C(F)(F)F)C)N(C(OC(C)(C)C)=O)COCC[Si](C)(C)C)C)F |&1:7|